N[C@@H]1CN(CC[C@H]1F)C1=NC2=C(N1CC1=NC=C(C=C1)F)C=C(C=C2)C#N 2-((3R,4R)-3-Amino-4-fluoropiperidin-1-yl)-1-((5-fluoropyridin-2-yl)methyl)-1H-benzo[d]imidazol-6-carbonitril